2-(benzylthio)-6-(4-fluorotetrahydro-2H-pyran-4-yl)-3-methoxypyridine C(C1=CC=CC=C1)SC1=NC(=CC=C1OC)C1(CCOCC1)F